N=1SC=C2C1C=CC(=C2)C2=CC(=NC=C2C(=O)NC=2SC(=NN2)OC)C 4-(benzo(c)isothiazol-5-yl)-N-(5-methoxy-1,3,4-thiadiazol-2-yl)-6-methylnicotinamide